2-(benzylamino)-4,7-dihydro-5H-spiro[1-benzothiophene-6,2'-[1,3]dioxolane]-3-carbonitrile C(C1=CC=CC=C1)NC=1SC2=C(C1C#N)CCC1(OCCO1)C2